4-(6-(5-((2,4-difluorophenyl)sulfonamido)-6-methoxypyridine-3-yl)thieno[2,3-d]pyrimidin-4-yl)piperazine-1-carboxylic acid tert-butyl ester C(C)(C)(C)OC(=O)N1CCN(CC1)C=1C2=C(N=CN1)SC(=C2)C=2C=NC(=C(C2)NS(=O)(=O)C2=C(C=C(C=C2)F)F)OC